C(C(C)O)O.[K] potassium 1,2-Propanediol